Diethyl-3,6(s)-dimethylpyrazine C(C)C=1N=C(C(=NC1C)CC)C